CC1=CC(=CC(N1CCN1C(N(C2(C1)CN(CC2)C2=NC=CC=N2)C(=O)[O-])=O)=O)N2CC(CC2)(C2=CC=CC=C2)C 3-(2-(6-methyl-4-(3-methyl-3-phenylpyrrolidin-1-yl)-2-oxopyridin-1(2H)-yl)ethyl)-7-(pyrimidin-2-yl)-1,3,7-triazaspiro[4.4]nonan-2-onecarboxylate